S(=O)(=O)([O-])[O-].C(C(=C)C)(=O)OCC[N+](C)(C)C.C(C(=C)C)(=O)OCC[N+](C)(C)C 2-methacryloxyethyl-trimethylammonium sulfate